COC(CC1=NN(C=C1)C1=CC=C(C=C1)OC)=O.ClC1=CC(=NC=N1)C(=O)C=1N=C2N(C=C(C=C2)C2CC2)C1 (6-chloropyrimidin-4-yl)(6-cyclopropylimidazo[1,2-a]pyridin-2-yl)methanone methyl-2-[1-(4-methoxyphenyl)-1H-pyrazol-3-yl]acetate